OC(C(=O)OC(C)=O)CC acetyl hydroxybutyrate